ClC1=CC=C(CC2=C(C(=O)NC)C=CC(=C2)F)C=C1 (4-chlorobenzyl)-4-fluoro-N-methylbenzamide